4-(N,N-bis(4-methoxybenzyl)sulfamoyl)-3-chloro-1-(4-fluorophenyl)-1H-indazole-6-carboxylic acid COC1=CC=C(CN(S(=O)(=O)C2=C3C(=NN(C3=CC(=C2)C(=O)O)C2=CC=C(C=C2)F)Cl)CC2=CC=C(C=C2)OC)C=C1